O=C1OC2(CN1C1=NC3=C(OCC(N3)=O)N=C1)CCN(CC2)C[C@@H]2CC=1C(=CC3=C(NC(=N3)CNC)C1F)C2 6-[2-oxo-8-[[(6S)-8-fluoro-2-(methylaminomethyl)-1,5,6,7-tetrahydrocyclopenta[f]benzimidazol-6-yl]methyl]-1-oxa-3,8-diazaspiro[4.5]decan-3-yl]-4H-pyrazino[2,3-b][1,4]oxazin-3-one